ClC1=NC=C(C(=C1F)C1=C(C=NC(=C1)C)C(=O)NC=1SC(=NN1)OC1CC(C1)O)OC 2'-chloro-3'-fluoro-N-(5-((1s,3s)-3-hydroxycyclobutoxy)-1,3,4-thiadiazol-2-yl)-5'-methoxy-6-methyl-(4,4'-bipyridine)-3-carboxamide